3,6-dichloropyridine-3-carboxylic acid ClC1(CN=C(C=C1)Cl)C(=O)O